C(C1=CC=CC=C1)OC(N[C@@H]1C(NC[C@H]1C=1C(=CC2=C(CCO2)C1)F)=O)=O |o1:10,14| (-)-[(3S*,4R*)-4-(6-fluoro-2,3-dihydrobenzofuran-5-yl)-2-oxopyrrolidin-3-yl]carbamic acid benzyl ester